1,3-dimethylphenylbutylmagnesium CC1(CC(=CC=C1)C)CCCC[Mg]